Cl.ClC1=CC=C2C(=C(N(C2=C1C=1C(=NN(C1C)C)C)CCN1CCNCC1)C(=O)O)CCCOC1=CC=CC2=CC(=CC=C12)F 6-chloro-3-{3-[(6-fluoronaphthalen-1-yl)oxy]propyl}-1-[2-(piperazin-1-yl)ethyl]-7-(1,3,5-trimethyl-1H-pyrazol-4-yl)-1H-indole-2-carboxylic acid hydrochloride